(2R,3S,4R,5S)-3-(3-chloro-2-fluoro-phenyl)-4-(4-chloro-2-fluoro-phenyl)-4-cyano-5-(2,2-dimethylpropyl)pyrrolidine-2-carboxylic acid tert-butyl ester C(C)(C)(C)OC(=O)[C@@H]1N[C@H]([C@]([C@H]1C1=C(C(=CC=C1)Cl)F)(C#N)C1=C(C=C(C=C1)Cl)F)CC(C)(C)C